C(C)(C)C1C(CS(C1)(=O)=O)=O 4-isopropyldihydrothiophen-3(2H)-one 1,1-dioxide